OCNCC(=O)[O-].[Na+] Natrium N-(hydroxymethyl)glycinat